3-chloro-7-((2S,4R)-2-(1-cyclopropyl-1H-pyrazol-4-yl)tetrahydro-2H-pyran-4-yl)-9-(2-fluoro-4-methoxyphenyl)-2-methyl-4H-pyrazino[1,2-a]pyrimidin-4-one ClC1=C(N=C2N(C1=O)C=C(N=C2C2=C(C=C(C=C2)OC)F)[C@H]2C[C@H](OCC2)C=2C=NN(C2)C2CC2)C